4-(3-methanesulfonyl-1,2,4-triazin-6-yl)-7-(1,2,3-triazol-2-yl)-1-{[2-(trimethylsilyl)ethoxy]methyl}-indazole CS(=O)(=O)C=1N=NC(=CN1)C1=C2C=NN(C2=C(C=C1)N1N=CC=N1)COCC[Si](C)(C)C